FC(C=1C=CC(=NC1CC)OC1CCC2(CN(C2)C(=O)C2CC(C2)(C)O)CC1)F (7-((5-(Difluoromethyl)-6-ethylpyridin-2-yl)oxy)-2-azaspiro[3.5]nonan-2-yl)((1s,3s)-3-hydroxy-3-methylcyclobutyl)methanone